(3-sulfopropyl)-ammonium S(=O)(=O)(O)CCC[NH3+]